N-(2-methyl-5-piperazin-1-yl-phenyl)-2-[5-(1-piperidylsulfonyl)indol-1-yl]propanamide CC1=C(C=C(C=C1)N1CCNCC1)NC(C(C)N1C=CC2=CC(=CC=C12)S(=O)(=O)N1CCCCC1)=O